2-((3-ethoxy-3-methylazetidin-1-yl)methyl)-6-fluorobenzonitrile C(C)OC1(CN(C1)CC1=C(C#N)C(=CC=C1)F)C